FC(F)SC1=CC=C2C(=CNC2=C1)C1=NC(=NC=C1C(F)(F)F)N[C@@H]1CN(CCC1)C(=O)OC(C)(C)C tert-butyl (3S)-3-[[4-[6-(difluoromethylsulfanyl)-1H-indol-3-yl]-5-(trifluoromethyl)pyrimidin-2-yl]amino]piperidine-1-carboxylate